FC1=C2NC(C(=NC2=CC=C1C(N1CCN(CC1)C=1C=CC(=NC1C)C(=O)N)([2H])[2H])C)=O 5-(4-((5-fluoro-2-methyl-3-oxo-4H-quinoxalin-6-yl)methyl-d2)piperazin-1-yl)-6-methylpyridine-2-formamide